(2R,3S,4S,5R,6S)-2-(Acetoxymethyl)-6-(((S)-3-(tert-butoxycarbonyl)-1-(chloro-methyl)-2,3-dihydro-1H-benzo[e]indol-5-yl)oxy)tetrahydro-2H-pyran-3,4,5-triyl triacetate C(C)(=O)O[C@H]1[C@H](O[C@H]([C@@H]([C@H]1OC(C)=O)OC(C)=O)OC=1C2=C(C=3[C@@H](CN(C3C1)C(=O)OC(C)(C)C)CCl)C=CC=C2)COC(C)=O